[H-].[H-].[Ho+2] holmium dihydride